methyl 2-(3-chlorobenzylideneamino)-3-methylbutanoate ClC=1C=C(C=NC(C(=O)OC)C(C)C)C=CC1